2-chloro-6-(3,3-dimethyl-2-oxo-6-(1-(tetrahydro-2H-pyran-2-yl)-1H-pyrazol-4-yl)indolin-1-yl)benzamide ClC1=C(C(=O)N)C(=CC=C1)N1C(C(C2=CC=C(C=C12)C=1C=NN(C1)C1OCCCC1)(C)C)=O